N-(cycloheptylmethyl)-2-[(2-fluoro-6-hydroxy-phenyl)methyl]-1H-benzoimidazole-5-carboxamide C1(CCCCCC1)CNC(=O)C1=CC2=C(NC(=N2)CC2=C(C=CC=C2O)F)C=C1